3,5-bis(N-methyl-N-ethylcarbamoyloxy)benzyl alcohol CN(C(=O)OC=1C=C(CO)C=C(C1)OC(N(C)CC)=O)CC